5-naphthalenediformyl chloride C1(=CC=CC=2C(=CC=CC12)C(=O)Cl)C(=O)Cl